indolo[3,2-d][1]benzazepin-6(5H)-one C1=CC=CC2=C1C=1C(=CC(N2)=O)C2=CC=CC=C2N1